COC=1C=C2CCN(C(C2=CC1OC)C1=CC=C(C=C1)Cl)C(=O)C1=CC=C(C=C1)\C=C\C1=CC=CC=C1 (E)-(6,7-dimethoxy-1-(p-chlorophenyl)-3,4-dihydroisoquinolin-2(1H)-yl)(4-styrylphenyl)methanone